C(C)OC(=O)C=1OC2(CCC2)CC1C1=C(C(=C(C=C1)F)F)OC 7-(3,4-difluoro-2-methoxyphenyl)-5-oxaspiro[3.4]oct-6-ene-6-carboxylic acid ethyl ester